(R)-2-chloro-N-(1-(3-fluorophenyl)piperidin-3-yl)pyridin-4-amine ClC1=NC=CC(=C1)N[C@H]1CN(CCC1)C1=CC(=CC=C1)F